COC1=CC=C(CN2C(N(CCC2=O)C=2C=NN3C2C=NC(=C3)C=3CCN(CC3)C(=O)OC(C)(C)C)=O)C=C1 tert-butyl 4-(3-(3-(4-methoxybenzyl)-2,4-dioxotetrahydropyrimidin-1(2H)-yl)pyrazolo[1,5-a]pyrazin-6-yl)-3,6-dihydropyridine-1(2H)-carboxylate